C12N(CC(NC1)C2)C2=NC(=NC1=C(C(=C(C=C21)Cl)C2=C1C=NNC1=CC=C2C)OC2CC2)OC[C@H]2N(CCC2)C 4-(2,5-diazabicyclo[2.2.1]heptane-2-yl)-6-chloro-8-cyclopropoxy-7-(5-methyl-1H-indazol-4-yl)-2-(((S)-1-Methylpyrrolidin-2-yl)methoxy)quinazoline